C(#N)C1=NC=C(C(=C1)N1CCN(CC1)C(=O)OC(C)(C)C)C(=O)OCC tert-butyl 4-[2-cyano-5-(ethoxycarbonyl)pyridin-4-yl]piperazine-1-carboxylate